1,3,5,7-tetrakis(4-boronophenyl)adamantane B(O)(O)C1=CC=C(C=C1)C12CC3(CC(CC(C1)(C3)C3=CC=C(C=C3)B(O)O)(C2)C2=CC=C(C=C2)B(O)O)C2=CC=C(C=C2)B(O)O